(±)-(1R,2R)-2-{[5-(hydroxymethyl)-2-(methylsulfanyl)pyrimidin-4-yl]amino}-1-methylcyclopentanol OCC=1C(=NC(=NC1)SC)N[C@H]1[C@@](CCC1)(O)C |r|